(1R,2R)-2-[[6-[(6-methoxy-2-methyl-3,4-dihydro-1H-isoquinolin-7-yl)amino]pyrazolo[3,4-d]pyrimidin-1-yl]methyl]cyclopentanecarboxylic acid COC=1C=C2CCN(CC2=CC1NC1=NC=C2C(=N1)N(N=C2)C[C@H]2[C@@H](CCC2)C(=O)O)C